cyclopropaneacetic acid diethylaminoethyl ester hydrochloride Cl.C(C)N(CC)CCOC(CC1CC1)=O